{[1,1'-binaphthalene]-2,2'-diylbis(oxynaphthalene-4,1-diyl)}dimethanol C1(=C(C=CC2=CC=CC=C12)OC1=CC=C(C2=CC=CC=C12)CO)C1=C(C=CC2=CC=CC=C12)OC1=CC=C(C2=CC=CC=C12)CO